C(C(=C)C)(=O)OC1CC(N(C(C1)(C)C)SC1=CC=CC=C1)(C)C 2,2,6,6-tetramethyl-1-(phenylthio)-4-piperidinyl methacrylate